7-cyclopropyl-N-[5-(difluoromethoxy)-3-fluoro-6-methoxy-2-pyridinyl]imidazo[1,2-a]pyrimidine-3-sulfonamide C1(CC1)C1=NC=2N(C=C1)C(=CN2)S(=O)(=O)NC2=NC(=C(C=C2F)OC(F)F)OC